C1(=CC=CC=C1)N1NC(=CC1C1=CC2=CC=C(C=C2C=C1)OC)C=CC1=CC2=CC=C(C=C2C=C1)OC 1-phenyl-3-(6-methoxy-2-naphthylvinyl)-5-(6-methoxy-2-naphthyl)pyrazoline